8-bromodeoxyadenosine BrC=1N([C@H]2C[C@H](O)[C@@H](CO)O2)C=2N=CN=C(C2N1)N